iron-aluminum sulfate S(=O)(=O)([O-])[O-].[Al+3].[Fe+2]